C(C)(C)(C)O[Zn] tert-butoxyZinc